3-((1H-pyrrolo[2,3-b]pyridin-5-yl)oxy)-4'-((S)-2-(2-isopropylphenyl)pyrrolidin-1-yl)-[1,1'-biphenyl]-4-carboxamide N1C=CC=2C1=NC=C(C2)OC=2C=C(C=CC2C(=O)N)C2=CC=C(C=C2)N2[C@@H](CCC2)C2=C(C=CC=C2)C(C)C